1-[bis(dimethylamino)methylene]methylene chloride CN(C)C(=C(Cl)Cl)N(C)C